1,N1-diethyl-N4-(4-methoxybenzyl)-N4-(3,4,5-trimethoxyphenyl)terephthalamide Ethyl-1-benzyl-3-hydroxy-3-(nitromethyl)piperidine-4-carboxylate C(C)OC(=O)C1C(CN(CC1)CC1=CC=CC=C1)(C[N+](=O)[O-])O.C(C)C1(C(=O)NCC)CC=C(C(=O)N(C2=CC(=C(C(=C2)OC)OC)OC)CC2=CC=C(C=C2)OC)C=C1